C(C)(C)(C)C1=C(C(=CC(=C1)C1CCC(CC1)CCC)C(C)(C)C)O 2,6-ditert-butyl-4-(4-propylcyclohexyl)phenol